N-(6-((8'-methyl-1',5'-dioxo-1',5'-dihydro-2'H-spiro[cyclohexane-1,3'-imidazo[1,5-a]pyridin]-6'-yl)amino)pyrimidin-4-yl)-2-morpholinoacetamide CC1=C2N(C(C(=C1)NC1=CC(=NC=N1)NC(CN1CCOCC1)=O)=O)C1(NC2=O)CCCCC1